2,2,8,8-tetramethyl-5-[(pentamethyldisiloxanyl)methyl]-3,7-dioxa-2,8-disilanonane C[Si](C)(OCC(CO[Si](C)(C)C)C[Si](O[Si](C)(C)C)(C)C)C